(2S)-2-(benzyloxycarbonylamino)-3-cyclopropyl-propanoic acid C(C1=CC=CC=C1)OC(=O)N[C@H](C(=O)O)CC1CC1